cresyl sulfide C1(=CC=C(C=C1)C)SC1=CC=C(C=C1)C